FC1=CC2=C(OC3(C=NS2(=O)=O)CC3)N=C1 8'-Fluoro-1',1'-dioxidospiro[cyclopropane-1,4'-pyrido[2,3-b][1,4,5]oxathiazepin]